ClC1=CC=C(C=N1)C1=NOC(=C1COC1=CC=C(N=N1)C(=O)NC1(COC1)C)C 6-((3-(6-Chloropyridin-3-yl)-5-methylisoxazol-4-yl)methoxy)-N-(3-methyloxetan-3-yl)pyridazin-3-carboxamid